1-[(2R)-2-(4-cyclopropyl-triazol-1-yl)-3,3-dimethyl-butyryl]-N-[1-(3,4-dichlorophenyl)-2-(2-pyridinyl)ethyl]-4-hydroxy-pyrrolidine-2-carboxamide C1(CC1)C=1N=NN(C1)[C@@H](C(=O)N1C(CC(C1)O)C(=O)NC(CC1=NC=CC=C1)C1=CC(=C(C=C1)Cl)Cl)C(C)(C)C